C(CCCCCCCCCCCCCCC)(=O)N([C@@H](CSC(C(O)CO)=O)C(=O)O)C(CCCCCCCCCCCCCCC)=O di-palmitoyl-S-glyceroyl-cysteine